C1(C#CCCCCC1)OC(NCCO)=O Cyclooct-2-yn-1-yl(2-hydroxyethyl)carbamate